ClC=1C(=C(C=CC1)NC1=NC=NC2=CC=C(C(=C12)OCCSC)NC(\C=C\CN(C)C)=O)F (E)-N-(4-((3-chloro-2-fluorophenyl)amino)-5-(2-(methylthio)ethoxy)quinazolin-6-yl)-4-(dimethylamino)but-2-enamide